1-(6-chloropyridin-2-yl)-2,2-dimethylpropan-1-one ClC1=CC=CC(=N1)C(C(C)(C)C)=O